(S)-3-(5-(4-((1-(4-((1R,3R,4S)-3-cyclohexyl-7-hydroxy-1-methylisochroman-4-yl)phenyl)piperidin-4-yl)methyl)piperazin-1-yl)-1-oxoisoindolin-2-yl)piperidine-2,6-dione C1(CCCCC1)[C@H]1O[C@@H](C2=CC(=CC=C2[C@@H]1C1=CC=C(C=C1)N1CCC(CC1)CN1CCN(CC1)C=1C=C2CN(C(C2=CC1)=O)[C@@H]1C(NC(CC1)=O)=O)O)C